N(=[N+]=[N-])C1=CC(=C(C=C1)NCC1=CC(=CS1)CCN1C(C(C(C(C1)O)O)O)CO)[N+](=O)[O-] 1-[2-(5-{[(4-azido-2-nitrophenyl)amino]methyl}thiophen-3-yl)ethyl]-2-(hydroxymethyl)piperidine-3,4,5-triol